5-(Benzyloxy)-7-chloropyrido[3,4-d]pyridazin-4(3H)-one C(C1=CC=CC=C1)OC1=NC(=CC2=C1C(NN=C2)=O)Cl